3-((4-(morpholinomethyl)-6-((5-(5-phenyl-1,3,4-oxadiazol-2-yl)thiazol-2-yl)amino)pyridine-2-yl)amino)piperidine-1-carbonitrile O1CCN(CC1)CC1=CC(=NC(=C1)NC=1SC(=CN1)C=1OC(=NN1)C1=CC=CC=C1)NC1CN(CCC1)C#N